CC1CNC2=CC=CC=C2C1=O 3-methyl-2,3-dihydro-1H-quinolin-4-one